BrC=1C(=NC(=NC1)NC=1C(=CC2=C(OC[C@H]3N2CCN(C3)CC)C1)OC)NC=1C(=C3N=CC=NC3=CC1)P(C)(C)=O (S)-(6-((5-bromo-2-((3-ethyl-9-methoxy-1,2,3,4,4a,5-hexahydrobenzo[b]pyrazino[1,2-d][1,4]oxazin-8-yl)amino)pyrimidin-4-yl)amino)quinoxalin-5-yl)dimethylphosphine oxide